C(C)OC(C[C@@H](C=1C=C(C=CC1)C1=C(C=CC=C1OC)OC)N([C@H](C)C1=CC=CC=C1)CC1=CC=CC=C1)=O.N1C(=NC2=C1C=CC=C2)C2=CC=C(C=C2)NC(C2=CC(=CC=C2)OCC2=CC=CC=C2)=O N-[4-(1H-1,3-Benzodiazol-2-yl)phenyl]-3-(benzyloxy)benzamide ethyl-(S)-3-(benzyl((R)-1-phenylethyl)amino)-3-(2',6'-dimethoxybiphenyl-3-yl)propanoate